FC1=C(C(=CC2=C1C=CO2)F)C[C@@H](C)NC (R)-1-(4,6-difluorobenzofuran-5-yl)-N-methylpropan-2-amine